CC(C(C(=O)OCC)C1=CC(=NO1)OC1CCC(CC1)=O)C ethyl 3-methyl-2-(3-((4-oxocyclohexyl)oxy)isoxazol-5-yl)butanoate